OCN1CC(CC1)O Hydroxymethyl-Pyrrolidin-3-Ol